ClC1=C(C=CC=C1)CC(=O)NC1=CC(=C(C=C1)OCC1COCCC1)S(N)(=O)=O 2-(2-chlorophenyl)-N-[3-sulfamoyl-4-(tetrahydro-2H-pyran-3-ylmethoxy)phenyl]acetamide